OC(C)(P(O)(O)=O)P(O)(O)=O (1-hydroxyethylidene)bis-phosphonic acid